C(C1=CC=CC=C1)OCCCC1=NOC(=C1)CCO 2-(3-(3-(Benzyloxy)propyl)isoxazol-5-yl)ethanol